C1=CC=CC=2C3=CC=CC=C3C12.[Fe+3] iron (III) biphenylene